m-acetamido-N,N-diethylaniline C(C)(=O)NC=1C=C(N(CC)CC)C=CC1